BrC1=CC=CC=2C=3N(C(=NC12)[C@@](N)(C)C(=O)NCC(C)(C)O)N=C(N3)C3=CC=C(C=C3)OC 2-[7-bromo-2-(4-methoxyphenyl)[1,2,4]triazolo[1,5-c]quinazolin-5-yl]-N-(2-hydroxy-2-methylpropyl)-D-alaninamide